difluorodiphenylglyoxime FON=C(C(=NOF)C1=CC=CC=C1)C1=CC=CC=C1